CC1=NC(=NO1)C=1C=C2CC[C@]3(NC(OC3)=O)C2=CC1 (S)-5-(5-methyl-1,2,4-oxadiazol-3-yl)-2,3-dihydrospiro[indene-1,4'-oxazolidin]-2'-one